6-(2,6-dichlorophenyl)-2-{[4-(4-methylpiperazin-1-yl)phenyl]amino}imidazo[1,2-a]pyrimido[5,4-e]pyrimidin-5(6H)-one ClC1=C(C(=CC=C1)Cl)N1C=2N(C3=C(C1=O)C=NC(=N3)NC3=CC=C(C=C3)N3CCN(CC3)C)C=CN2